OC=1C2=C(N=C(N1)C)N=C(C(=C2)C2(CC2)C#N)N2CCN(CC2)C(C)C 1-(4-hydroxy-7-(4-isopropylpiperazin-1-yl)-2-methylpyrido[2,3-d]pyrimidin-6-yl)cyclopropane-1-carbonitrile